NC(C)(C)C1=NC(=CC2=C1CN(C2=O)C2=NC(=CC=C2)C2=NN=CN2CC)N(C)CC 4-(2-aminopropan-2-yl)-6-[ethyl(methyl)amino]-2-[6-(4-ethyl-4H-1,2,4-triazol-3-yl)pyridin-2-yl]-2,3-dihydro-1H-pyrrolo[3,4-c]pyridin-1-one